N-isopropyl-3-methyl-pyridin-2-amine C(C)(C)NC1=NC=CC=C1C